2-(4-Chloro-9-oxo-spiro[5-thia-1,10-diazatricyclo[6.4.0.02,6]dodeca-2(6),3,7-triene-12,1'-cyclopropane]-10-yl)-N-(2-oxaspiro[3.3]heptan-6-yl)acetamide ClC1=CC=2N3C(=CC2S1)C(N(CC31CC1)CC(=O)NC1CC3(COC3)C1)=O